lead-manganese-platinum [Pt].[Mn].[Pb]